3,6-dimethyl-8-((R)-1-((2-((S)-S-methylsulfonimidoyl)phenyl)amino)ethyl)-2-morpholinoquinazolin-4(3H)-one CN1C(=NC2=C(C=C(C=C2C1=O)C)[C@@H](C)NC1=C(C=CC=C1)[S@](=O)(=N)C)N1CCOCC1